N-[(2S,3R,4R,5R,6S)-4,5-dihydroxy-6-(1H-imidazo[4,5-b]pyridin-7-ylamino)-2-methyl-tetrahydropyran-3-yl]-2-(methylamino)acetamide O[C@@H]1[C@H]([C@@H](O[C@@H]([C@@H]1O)NC1=C2C(=NC=C1)N=CN2)C)NC(CNC)=O